4-[5-(2-amino-1,3-benzothiazol-5-yl)-3-fluoropyridin-2-yl]-2-[(2E)-2-(amino-methyl)-3-fluoroprop-2-en-1-yl]-2,4-dihydro-3H-1,2,4-triazol-3-one hydrochloride Cl.NC=1SC2=C(N1)C=C(C=C2)C=2C=C(C(=NC2)N2C(N(N=C2)C\C(=C\F)\CN)=O)F